C(=O)(O)C=1C=C(C[C@H](N)C(=O)O)C=CC1O 3-Carboxytyrosine